ClC=1C(N(N=CC1Cl)C([2H])([2H])[2H])=O 4,5-Dichloro-2-(methyl-d3)pyridazin-3(2H)-one